FC(CN1C2=C(C=3C=CC=CC13)N=CN=C2O)(F)F 5-(2,2,2-trifluoroethyl)pyrimido[5,4-b]indol-4-ol